butyl (2,7-diazaspiro[3.5]nonan-2-yl)carbamate C1N(CC12CCNCC2)NC(OCCCC)=O